methyl (2R)-3-(4-amino-3,5-dimethylphenyl)-2-(tert-butoxycarbonyl-amino)propanoate NC1=C(C=C(C=C1C)C[C@H](C(=O)OC)NC(=O)OC(C)(C)C)C